N(=C=O)C1=C(C=C(C=C1C)N=C=O)C 2,5-diisocyanato-meta-xylene